COCC1(CCC1)CN(C1=C2C(=NC(=C1)C1=CC(=CC=C1)C(F)(F)F)N=C(N2)C2=CC=C(C=C2)N2CC(CC2)C(=O)OC)C Methyl 1-(4-{7-[{[1-(methoxymethyl)cyclobutyl]methyl}(methyl)amino]-5-[3-(trifluoromethyl)phenyl]-1H-imidazo[4,5-b]pyridin-2-yl}phenyl)pyrrolidine-3-carboxylate